1-(2-(3-oxa-8-azabicyclo[3.2.1]oct-8-yl)-2-oxoethyl)-4-bromo-1'-(1H-pyrazolo[3,4-b]pyridine-5-carbonyl)spiro[indoline-3,4'-piperidin]-2-one C12COCC(CC1)N2C(CN2C(C1(CCN(CC1)C(=O)C=1C=C3C(=NC1)NN=C3)C3=C(C=CC=C23)Br)=O)=O